2-((1-(6-methyl-4-oxo-2-(1-oxoisoindolin-5-yl)-4H-chromen-8-yl)ethyl)amino)benzoic acid CC=1C=C2C(C=C(OC2=C(C1)C(C)NC1=C(C(=O)O)C=CC=C1)C=1C=C2CNC(C2=CC1)=O)=O